1-(4-chlorobenzyl)-3-(4-((3-ethyl-1,2,4-oxadiazol-5-yl)methyl)phenyl)urea ClC1=CC=C(CNC(=O)NC2=CC=C(C=C2)CC2=NC(=NO2)CC)C=C1